decanediamine furandiformate O1C(=C(C=C1)C(=O)O)C(=O)O.C(CCCCCCCCC)(N)N